O[Ti](OCCCC)(OCCCC)OCCCC monohydroxytributoxytitanium